1-bromo-3-fluoro-5-methylbenzene BrC1=CC(=CC(=C1)C)F